C(O)(O)=O.C(CC)[Na] propyl-sodium carbonate